oxydipropione O(CCC(CC)=O)CCC(CC)=O